NC1=C(C(=O)OC)C=C(C(=C1)Br)Cl methyl 2-amino-4-bromo-5-chlorobenzoate